ClC1=C(OCC=2N(C(=CN2)[N+](=O)[O-])C)C=CC(=C1)Cl 2-(2,4-dichloro-phenoxymethyl)-1-methyl-5-nitro-1H-imidazole